C1OCC12CN(CC2)CC=CC=O 4-(2-oxa-6-azaspiro[3.4]octan-6-yl)but-2-en-1-one